CC=1C(=NC=C(C1OC(C)C1CC1)Br)N methyl-5-bromo-4-(1-cyclopropylethoxy)pyridin-2-amine